C(C)(C)(C)C1=CC=C(C=C1)C=1C=2N(C3=C(N1)C=C(C=N3)C(=O)O)C=CC2 6-(4-(tert-butyl)phenyl)pyrido[3,2-e]pyrrolo[1,2-a]pyrazine-3-carboxylic acid